C(C=C)(=O)OCCOCCOCC(=O)O 2-(2-(2-(acryloyloxy)ethoxy)ethoxy)acetic acid